n-octadecyl-3-(3,5-di-t-butyl-4-hydroxy-phenyl)propionate C(CCCCCCCCCCCCCCCCC)OC(CCC1=CC(=C(C(=C1)C(C)(C)C)O)C(C)(C)C)=O